C(C)(C)(C)OC(=O)N1CC(C1)S(N(CC1=CC=C(C=C1)OC)CC1=CC=C(C=C1)OC)(=O)=O 3-[bis[(4-methoxyphenyl)methyl]sulfamoyl]azetidine-1-carboxylic acid tert-butyl ester